S(N)(=O)(=O)C1=CC=C(C=C1)[C@H]1[C@@H](C1)C1=NC(=NC=C1)N1CCN(CC1)C(=O)OC(C)(C)C tert-Butyl 4-{4-[trans-2-(4-sulfamoylphenyl)cyclopropyl]pyrimidin-2-yl}piperazine-1-carboxylate